C(C)(C)(C)OC(=O)C1=NC(=NC=C1CCCCCO)C 5-(5-hydroxypentyl)-2-methylpyrimidine-4-carboxylic acid tert-butyl ester